2,3-dimethoxy-10,11-dihydro-5H-dibenzo[a,d][7]annulen-5-one COC1=CC2=C(C(C3=C(CC2)C=CC=C3)=O)C=C1OC